FC1=CC=C(C=C1)C=1C(C(=CN(C1)C)C(=O)O)=O 5-(4-fluorophenyl)-1-methyl-4-oxo-pyridine-3-carboxylic acid